Methyl (4-(2-(4-fluorophenyl)-1H-pyrrolo[2,3-b]pyridin-5-yl)thiophene-2-carbonyl)-L-serinate FC1=CC=C(C=C1)C1=CC=2C(=NC=C(C2)C=2C=C(SC2)C(=O)N[C@@H](CO)C(=O)OC)N1